Methyl (S)-4-(4-chloro-6-(2-ethylpiperidin-1-yl)picolinamido)-2-methylbenzoate ClC1=CC(=NC(=C1)N1[C@H](CCCC1)CC)C(=O)NC1=CC(=C(C(=O)OC)C=C1)C